6-(2,2-dimethylpyrrolidin-1-yl)quinoline-4-carboxylic acid CC1(N(CCC1)C=1C=C2C(=CC=NC2=CC1)C(=O)O)C